(1r,2'S,4S)-4-(3-chloroanilino)-2'-[(2S)-2-{[(thieno[3,2-b]pyridin-7-yl)oxy]methyl}butyl]-2',3'-dihydrospiro[cyclohexane-1,1'-indene]-4-carboxylic acid ClC=1C=C(NC2(CCC3([C@H](CC4=CC=CC=C34)C[C@H](CC)COC3=C4C(=NC=C3)C=CS4)CC2)C(=O)O)C=CC1